OC1=C2C(C(=O)NC2=O)=CC=C1 hydroxy-phthalimide